3-(4-fluorophenoxymethyl)-2-([6-methyl-3-(pyrimidin-2-yl)pyridin-2-yl]carbonyl)-2-azabicyclo[3.1.1]heptane FC1=CC=C(OCC2N(C3CC(C2)C3)C(=O)C3=NC(=CC=C3C3=NC=CC=N3)C)C=C1